C(C)(C)C1=C(C(=CC=C1)C(C)C)N=C(C)C1=NC=CC=C1 2-[1-(2,6-Di-iso-propyl-phenylimino)ethyl]pyridine